((4-bromo-2-fluorophenyl)imino)-3,3-dimethoxy-1λ6-thietane-1-oxide BrC1=CC(=C(C=C1)N=S1(CC(C1)(OC)OC)=O)F